9-(1-((2-Bromophenyl)amino)ethyl)-3-ethyl-4,7-dimethyl-3,4-dihydro-5H-pyrazolo[3,4-c]isoquinolin-5-one BrC1=C(C=CC=C1)NC(C)C=1C=2C3=C(N(C(C2C=C(C1)C)=O)C)N(N=C3)CC